CN1N=C(C=C1C1=C2N=CC=NC2=CC=C1)NC(=O)NC1=CC(=C(C=C1)CN1CCN(CC1)C)C(F)(F)F 1-(1-methyl-5-(quinoxalin-5-yl)-1H-pyrazol-3-yl)-3-(4-((4-methylpiperazin-1-yl)methyl)-3-(trifluoromethyl)phenyl)urea